ammonium tetrafluoroborate salt F[B-](F)(F)F.[NH4+]